C(C)NCCCN1CCNCC1 N-ethyl-3-piperazinyl-1-propylamine